C(C1=CC=CC=C1)OCCN1C(C(=CC(=C1)C1CC1)N=C=S)=O 1-(2-(benzyloxy)ethyl)-5-cyclopropyl-3-isothiocyanatopyridin-2(1H)-one